C12CC(CC(CC1)N2)NC=2C=1N(N=CC2C(N)=NC2=C(C=C(C=C2)O[Si](C)(C)C(C)(C)C)Cl)C=C(C1)C=1C=NN(C1)C 4-((8-azabicyclo[3.2.1]octan-3-yl)amino)-N'-(4-((tert-butyldimethylsilyl)oxy)-2-chlorophenyl)-6-(1-methyl-1H-pyrazol-4-yl)pyrrolo[1,2-b]pyridazine-3-carboximidamide